COC(C1=C(C=C(C=C1)N1CCC(CC1)C(OC)OC)C=O)=O 4-[4-(Dimethoxymethyl)-1-piperidinyl]-2-formyl-benzoic acid methyl ester